C(C)(C)(C)OC(=O)N[C@@H](C(C)C)C(=O)N1[C@@H](C[C@H](C1)O)C(=O)N[C@@H](COP(=O)(OC(C)(C)C)OC(C)(C)C)C1=CC=C(C=C1)N1N=CN=C1 N-(tert-butoxycarbonyl)-L-valyl-(4R)-N-{(1R)-2-[(di-tert-butoxyphosphoryl)oxy]-1-[4-(1H-1,2,4-triazol-1-yl)phenyl]ethyl}-4-hydroxy-L-prolinamide